5-fluoro-2,3-dihydrobenzoic acid methyl ester COC(C=1CCC=C(C1)F)=O